diantimony trisulfide S=[Sb]S[Sb]=S